N-(2-Bromo-4-fluoro-5-methoxybenzyl)-N-(2,2-dimethoxyethyl)-4-methylbenzenesulfonamide BrC1=C(CN(S(=O)(=O)C2=CC=C(C=C2)C)CC(OC)OC)C=C(C(=C1)F)OC